3-ethylpyrazin-2-amine C(C)C=1C(=NC=CN1)N